CC=1C=C2CCC2=CC1N 3-methylbicyclo[4.2.0]oct-1,3,5-trien-4-amine